1-(2-bromophenyl)-3-((1r,2s)-2-hydroxy-2,3-dihydro-1H-inden-1-yl)urea BrC1=C(C=CC=C1)NC(=O)N[C@H]1[C@H](CC2=CC=CC=C12)O